C1(CC1)NC1=NC(=NC(=N1)NC(C)(C)C)SC N-CYCLOPROPYL-N'-(1,1-DIMETHYLETHYL)-6-(METHYLTHIO)-1,3,5-TRIAZINE-2,4-DIAMINE